(1aR,5aR)-2-(6-Ethyl-pyrazin-2-yl)-1a,2,5,5a-tetrahydro-1H-2,3-diaza-cyclopropa[a]pentalene-4-carboxylic acid (2-hydroxy-1,1-dimethyl-ethyl)-amide OCC(C)(C)NC(=O)C=1C=2C[C@@H]3[C@H](C2N(N1)C1=NC(=CN=C1)CC)C3